[Na].ClC1=CC=C(C=C1)\C=C\C(=O)C1=C(C=C(C(=C1)CN1CCOCC1)OC)O 4-chloro-2'-hydroxy-4'-methoxy-5'-morpholinomethyl-chalcone sodium